CC1=C(OC=2C=C(C=C(C2)F)C=2C(=NOC2C)C)C(=CC(=C1)[N+](=O)[O-])C 4-(3-(2,6-dimethyl-4-nitrophenoxy)-5-fluorophenyl)-3,5-dimethylisoxazole